F[C@@H]1[C@@H](C1)C(=O)NC1=CC(=C(N=N1)C(=O)NC([2H])([2H])[2H])NC1=NC(=CC(=C1OC)C1=NN(N=C1)C)C 6-((1S,2S)-2-fluorocyclopropane-1-carboxamido)-4-((3-methoxy-6-methyl-4-(2-methyl-2H-1,2,3-triazol-4-yl)pyridin-2-yl)amino)-N-(methyl-d3)pyridazine-3-carboxamide